3-Amino-6-(3,3-difluorocyclopentyl)-4-(7-fluoro-1H-indazol-4-yl)-1H-1,7-phenanthrolin-2-one NC=1C(NC2=C3C=CC=NC3=C(C=C2C1C1=C2C=NNC2=C(C=C1)F)C1CC(CC1)(F)F)=O